Isopropylmagnesium chloride C(C)(C)[Mg]Cl